ClC1=C(C=CC=C1)C=C 1-Chloro-2-vinylbenzene